C(C)(C)(C)C1=CC(=CC2=CC=CC=C12)B(O)O (4-(tert-butyl)naphthalen-2-yl)boronic acid